N[C@H](C)C=1C=C(C=C2C(C(=C(OC12)C=1C=NC=C(C1)F)C)=O)C(F)(F)F 8-[(1R)-1-Aminoethyl]-2-(5-fluoro-3-pyridyl)-3-methyl-6-(trifluoromethyl)chromen-4-one